anthracene-d15 C1(C(C(C(C2(C(C3(C(C(=CC=C3C=C12)[2H])([2H])[2H])[2H])([2H])[2H])[2H])([2H])[2H])([2H])[2H])([2H])[2H])([2H])[2H]